tert-butyl (3S)-3-methyl-6-[3-methyl-4-(4-methylpiperazin-1-yl)phenyl]-3,4-dihydro-2H-pyridine-1-carboxylate C[C@@H]1CN(C(=CC1)C1=CC(=C(C=C1)N1CCN(CC1)C)C)C(=O)OC(C)(C)C